5-((4-(5-(5H-pyrido[4,3-b]indol-7-yl)pyridin-2-yl)piperazin-1-yl)methyl)-2-(2,4-dioxotetrahydropyrimidine-1(2H)-yl)isoindoline-1,3-dione C1=NC=CC=2NC=3C=C(C=CC3C21)C=2C=CC(=NC2)N2CCN(CC2)CC=2C=C1C(N(C(C1=CC2)=O)N2C(NC(CC2)=O)=O)=O